N-[(4-tert-butyl-2,5-dioxoimidazolidin-4-yl)methyl]-2-phenyl-2H-1,2,3-triazole-4-carboxamide C(C)(C)(C)C1(NC(NC1=O)=O)CNC(=O)C1=NN(N=C1)C1=CC=CC=C1